1-fluorocyclohexanecarboxylic acid ethyl ester C(C)OC(=O)C1(CCCCC1)F